6-(7-cyano-5-fluoro-2,3-dimethyl-1H-indol-4-yl)octahydro-1H-pyrrolo[2,3-c]pyridine-1-carboxylic acid tert-butyl ester C(C)(C)(C)OC(=O)N1CCC2C1CN(CC2)C2=C1C(=C(NC1=C(C=C2F)C#N)C)C